N-(4-(2-aminopyrimidin-4-yl)phenyl)-4-chloro-3-methoxybenzamide NC1=NC=CC(=N1)C1=CC=C(C=C1)NC(C1=CC(=C(C=C1)Cl)OC)=O